dimethyl (2-((2,3-dihydrobenzo[b][1,4]dioxin-6-yl)amino)-2-oxoethyl)phosphonate O1C2=C(OCC1)C=C(C=C2)NC(CP(OC)(OC)=O)=O